C(C)OC1=NC=CC=C1C1=NC=CC=N1 2-(2-ethoxypyridin-3-yl)pyrimidin